C(C)(C)(C)[Si](C)(C)OCC=1N(C=C(N1)C(F)(F)F)CC1=NC=C(C=N1)Cl tert-butyl-[[1-[(5-chloropyrimidin-2-yl)methyl]-4-(trifluoromethyl)imidazol-2-yl]methoxy]-dimethyl-silane